2-(3-(1H-tetrazol-5-yl)thieno[3,2-b]pyridin-7-yl)-4-chlorophenol N1N=NN=C1C1=CSC=2C1=NC=CC2C2=C(C=CC(=C2)Cl)O